ClC=1C(=NC(=NC1)NC1CCOCC1)C1=CC(=C2CN(C(C2=C1)=O)[C@@H](C(=O)O)C)F (R)-2-(6-(5-chloro-2-((oxan-4-yl)amino)pyrimidin-4-yl)-4-fluoro-1-oxoisoindolin-2-yl)propanoic acid